1-{6-[(1-methylpiperidin-4-yl)oxy]pyridin-2-yl}-6-(methylsulfanyl)-2-(prop-2-en-1-yl)-1H,2H,3H-pyrazolo[3,4-d]pyrimidin-3-one CN1CCC(CC1)OC1=CC=CC(=N1)N1N(C(C=2C1=NC(=NC2)SC)=O)CC=C